1-(4-Chlorophenyl)-10a-(trifluoromethyl)-2,3,10,10a-tetrahydroimidazo[1,2-b]isoquinolin-5(1H)-one ClC1=CC=C(C=C1)N1CCN2C(C=3C=CC=CC3CC21C(F)(F)F)=O